4,6-dimethyl-2-(trifluoromethyl)pyrimidin-5-amine CC1=NC(=NC(=C1N)C)C(F)(F)F